ClC=1C=C2C=NN(C2=CC1N1CCN(CC1)C1(COC1)C)C=1C=NN(C1)C1CC2(CC2)C1 5-chloro-6-[4-(3-methyloxetan-3-yl)piperazin-1-yl]-1-[1-(spiro[2.3]hexan-5-yl)-1H-pyrazol-4-yl]-1H-indazole